IC=1C(NC2=CC=NC=C2C1)=O 3-iodo-1,6-naphthyridin-2(1H)-one